2-(5-(3-(1-methyl-1H-imidazol-4-yl)phenyl)thiophen-2-yl)-N-(2-morpholinoethyl)acetamide CN1C=NC(=C1)C=1C=C(C=CC1)C1=CC=C(S1)CC(=O)NCCN1CCOCC1